ClC1=C(C=CC(=C1OCC1=CC=C(C=C1)OC)OCC1=CC=C(C=C1)OC)C(C(=O)NCCO)=O 2-(2-chloro-3,4-bis((4-methoxybenzyl)oxy)phenyl)-N-(2-hydroxyethyl)-2-oxoacetamide